C(C)(=O)N1CCC2=CC(=C(C=C12)S(=O)(=O)Cl)Br 1-acetyl-5-bromo-2,3-dihydro-1H-indole-6-sulfonyl chloride